3-(1-oxo-5-(((1S,2R)-2-(3-(2-(trifluoromethyl)pyridin-4-yl)azetidin-1-yl)cyclohex-yl)oxy)isoindolin-2-yl)piperidine-2,6-dione O=C1N(CC2=CC(=CC=C12)O[C@@H]1[C@@H](CCCC1)N1CC(C1)C1=CC(=NC=C1)C(F)(F)F)C1C(NC(CC1)=O)=O